BrCCCCCCOC(CCCCC(OCCCCCCC(C(F)(F)F)(F)F)OCCCCCCC(C(F)(F)F)(F)F)=O 6,6-bis((7,7,8,8,8-pentafluorooctyl)oxy)hexanoic acid 6-bromohexyl ester